4-phenylbiphenyl-2,4-diamine C1(=CC=CC=C1)C1(CC(=C(C=C1)C1=CC=CC=C1)N)N